2-((3-(6-((2-fluoro-4-(trifluoromethyl)benzyl)oxy)pyridin-2-yl)-3,8-diazabicyclo[3.2.1]octan-8-yl)methyl)-1-(((S)-oxetan-2-yl)methyl)-1H-benzo[d]imidazole-6-carboxylic acid FC1=C(COC2=CC=CC(=N2)N2CC3CCC(C2)N3CC3=NC2=C(N3C[C@H]3OCC3)C=C(C=C2)C(=O)O)C=CC(=C1)C(F)(F)F